2-(((S)-1-benzylpyrrolidin-2-yl)methoxy)-4-((1R,5S)-3,8-diazabicyclo[3.2.1]octan-3-yl)-7-(8-chloronaphthalen-1-yl)-8-fluoropyrido[4,3-d]pyrimidine C(C1=CC=CC=C1)N1[C@@H](CCC1)COC=1N=C(C2=C(N1)C(=C(N=C2)C2=CC=CC1=CC=CC(=C21)Cl)F)N2C[C@H]1CC[C@@H](C2)N1